COC(=O)C1CCN(CC1)CC1=C(C(=CC=C1)Cl)F (3-chloro-2-fluorobenzyl)piperidine-4-carboxylic acid methyl ester